[N+](=O)([O-])C1=CC=C(C=C1)[C@H](C)NC(=O)C=1C=C2C=CN(C2=CC1)CC1=CC=C(C=C1)C1=CC=C(C=C1)C(=O)OCC (S)-ethyl 4'-((5-((1-(4-nitrophenyl)ethyl)carbamoyl)-1H-indol-1-yl)methyl)-[1,1'-biphenyl]-4-carboxylate